N-benzyl-2-(5-(4-(2-(2,2-Dioxo-2-thia-6-azaspiro[3.3]heptan-6-yl)ethoxy)phenyl)pyridin-2-yl)acetamide C(C1=CC=CC=C1)NC(CC1=NC=C(C=C1)C1=CC=C(C=C1)OCCN1CC2(CS(C2)(=O)=O)C1)=O